(R)-(6,7-dichloro-1-(methoxymethyl)-1,3,4,5-tetrahydro-2H-pyrido[4,3-b]indol-2-yl)(5-methoxypyrimidin-2-yl)methanone ClC1=C(C=CC=2C3=C(NC12)CCN([C@H]3COC)C(=O)C3=NC=C(C=N3)OC)Cl